BrC1=C(C=CC=C1)C1=CC=C(C2=C1N=C(N=N2)NC2=C(C=C1CCN(CC1=C2)C)OC)N 5-(2-bromophenyl)-N3-(6-methoxy-2-methyl-1,2,3,4-tetrahydroisoquinolin-7-yl)benzo[e][1,2,4]Triazine-3,8-diamine